4-((2-chloro-3-mercaptophenyl)imino)-1,4λ6-oxathiolane 4-oxide ClC1=C(C=CC=C1S)N=S1(CCOC1)=O